ethyl 2-(3-methylpyrazin-2-yl)-7-oxo-5-(4-(2,2,2-trifluoro-1-phenylethoxy)phenyl)-4,7-dihydropyrazolo[1,5-a]pyrimidine-3-carboxylate CC=1C(=NC=CN1)C1=NN2C(NC(=CC2=O)C2=CC=C(C=C2)OC(C(F)(F)F)C2=CC=CC=C2)=C1C(=O)OCC